4-methyl-2-hydroxy-benzotriazole CC1=CC=CC2=NN(N=C21)O